BrC=1C=CC(=C(N[C@@H](COC(C)C)C)C1)[N+](=O)[O-] (R)-5-bromo-N-(1-isopropoxypropan-2-yl)-2-nitroaniline